sodium sulfate, ammonium salt [NH4+].S(=O)(=O)([O-])[O-].[Na+]